2-chloro-4-(3-methyl-5-nitro-indol-1-yl)pyrimidine-5-carbonitrile ClC1=NC=C(C(=N1)N1C=C(C2=CC(=CC=C12)[N+](=O)[O-])C)C#N